1-(3-(5-bromothiophene-2-carboxamido)cyclohexyl)-2-(pyridin-3-yl)-1H-benzo[d]Imidazole-5-Formamide BrC1=CC=C(S1)C(=O)NC1CC(CCC1)N1C(=NC2=C1C=CC(=C2)C(=O)N)C=2C=NC=CC2